Methyl (3R)-3-[[(5S)-3-(3,5-difluorophenyl)-5-vinyl-4H-isoxazol-5-carbonyl] amino]-2,3-dihydrofuran-5-carboxylat FC=1C=C(C=C(C1)F)C1=NO[C@](C1)(C(=O)N[C@H]1COC(=C1)C(=O)OC)C=C